FC(C(=O)[O-])(F)F.ClC1=CC=C(C(=O)NC2N(C(N(S2)CC2=CC=C(C=C2)Cl)=O)COC(=O)C2[NH2+]CCC2)C=C1 2-({[5-(4-chlorobenzamido)-2-[(4-chlorophenyl)methyl]-3-oxo-1,2,4-thiadiazolidin-4-yl]methoxy}carbonyl)pyrrolidin-1-ium Trifluoroacetate